1-(6-(6-(5-methyl-1H-indazol-4-yl)-5-(trifluoromethyl)pyrimidin-4-yl)-2,6-diazaspiro[3.4]octan-2-yl)prop-2-en-1-one CC=1C(=C2C=NNC2=CC1)C1=C(C(=NC=N1)N1CC2(CN(C2)C(C=C)=O)CC1)C(F)(F)F